(Z)-3-aminopent-2-enamide N\C(=C/C(=O)N)\CC